5,5-Dimethyl-3-(5-spiro[2H-benzofuran-3,1'-cyclopropan]-4-yloxypyrazin-2-yl)imidazolidin-2,4-dion CC1(C(N(C(N1)=O)C1=NC=C(N=C1)OC1=CC=CC2=C1C1(CC1)CO2)=O)C